ClC1=CC=C(CN2C(N3C(C4=C2C=C(C=N4)N4CC(C4)COC)=NC(C3)C(C)C)=O)C=C1 6-(4-chlorobenzyl)-8-[3-(methoxymethyl)azetidin-1-yl]-2-(propan-2-yl)-2,6-dihydroimidazo[1,2-c]pyrido[2,3-e]pyrimidin-5(3H)-one